CC1([C@@H]2CCC=3C4=CC[C@H]([C@@H](CCC=C(C)C)C)[C@]4(CCC3[C@]2(CC[C@@H]1O)C)C)C 4,4-dimethyl-5a-cholesta-8,14,24-trien-3β-ol